(S)-6-(1-Methyl-1H-imidazol-5-yl)-N-(tetrahydrofuran-3-yl)isoindolin-4-amine hydrochloride Cl.CN1C=NC=C1C=1C=C(C=2CNCC2C1)N[C@@H]1COCC1